Methyl 4-[[2-[4-[6-[(4-cyano-2-fluoro-phenyl)methoxy]-3-fluoro-2-pyridyl]-3-fluoro-phenyl]acetyl]amino]-3-(2-methoxyethylamino)benzoate C(#N)C1=CC(=C(C=C1)COC1=CC=C(C(=N1)C1=C(C=C(C=C1)CC(=O)NC1=C(C=C(C(=O)OC)C=C1)NCCOC)F)F)F